CC(C)(C)[S@@](=O)N[C@@H](CC1=CC=CC=C1)B1OC(C(O1)(C)C)(C)C (R)-2-methyl-N-((R)-2-phenyl-1-(4,4,5,5-tetramethyl-1,3,2-dioxaborolan-2-yl)ethyl)propane-2-sulfinamide